N-[(4S)-chroman-4-yl]-8-(2,3-dichlorophenyl)-4-(dimethylamino)-1,5-naphthyridine-3-carboxamide O1CC[C@@H](C2=CC=CC=C12)NC(=O)C=1C=NC2=C(C=CN=C2C1N(C)C)C1=C(C(=CC=C1)Cl)Cl